C12=C(C=3CCC3C=C2CC1)N tricyclo[6.2.0.03,6]deca-1,3(6),7-trien-2-amine